BrC=1C=2C3=C(N(C(C2C=C(C1)C)=O)C1CC1)N(N=C3)CC 9-bromo-4-cyclopropyl-3-ethyl-7-methyl-pyrazolo[3,4-c]isoquinolin-5-one